C(C)(=O)O[C@H]1[C@H](OC2=CN(C3=CC=C(C=C23)OC2=NC(=NC(=N2)Cl)OC)C(C)=O)O[C@@H]([C@H]([C@@H]1OC(C)=O)OC(C)=O)COC(C)=O 1-Acetyl-5-[(4-chloro-6-methoxy-1,3,5-triazin-2-yl)oxy]-1H-indole-3-yl 2,3,4,6-tetra-O-acetyl-β-D-glucopyranoside